N-(3-bromo-2-chlorophenyl)pyrido[3,4-b]pyrazin-5-amine BrC=1C(=C(C=CC1)NC1=NC=CC=2C1=NC=CN2)Cl